CC(C)(C1=CC=C(C=C1)O)C2=CC=C(C=C2)O 4,4-Isopropylidenediphenol